6-(Benzo[d][1,3]dioxolane-5-yl)-N-(5-chloro-1H-indol-3-yl)-3,4-dihydroisoquinoline O1COC2=C1C=CC(=C2)C=2C=C1CCN(CC1=CC2)C2=CNC1=CC=C(C=C21)Cl